calcium-magnesium hydroxide [OH-].[Mg+2].[Ca+2].[OH-].[OH-].[OH-]